anti-butanol C(CCC)O